C(C)N1C(NC2=CC(=CC=C2C1=O)CN1CC2(CN(C2)C=2C=CC(=NC2)C(=O)NC)C1)=O 5-{6-[(3-ethyl-2,4-dioxo-1,2,3,4-tetrahydroquinazolin-7-yl)methyl]-2,6-diazaspiro[3.3]heptan-2-yl}-N-methylpyridine-2-carboxamide